C(C)(C)(C)OC(=O)N1CC(CCC1)OC 3-methoxypiperidine-1-carboxylic acid (S)-tert-butyl ester